tert-butyl (S)-(4-cyano-1-(3,5-difluorophenyl)-3-oxobutan-2-yl)carbamate C(#N)CC([C@H](CC1=CC(=CC(=C1)F)F)NC(OC(C)(C)C)=O)=O